BrC=1C=2C(N=C(C1)Cl)=CN(N2)C 7-bromo-5-chloro-2-methyl-2H-pyrazolo[4,3-b]pyridine